9H-fluoren-9-ylmethyl (4S)-5-oxo-4-[4-oxo-4-(piperidin-1-yl)butyl]-1,3-oxazolidine-3-carboxylate O=C1[C@@H](N(CO1)C(=O)OCC1C2=CC=CC=C2C=2C=CC=CC12)CCCC(N1CCCCC1)=O